1,3-Disilacyclobutane [SiH2]1C[SiH2]C1